C(C)C(C(=O)O)O.C(CO)(=O)OCC Ethyl glycolate (Ethyl glycolate)